(2R,5S)-5-(4-Chlorobenzyl)-4-(4-(5-methoxy-1-methyl-1H-1,2,4-triazol-3-yl)cyclohexyl)-N,N-dimethylmorpholin-2-carboxamid ClC1=CC=C(C[C@H]2CO[C@H](CN2C2CCC(CC2)C2=NN(C(=N2)OC)C)C(=O)N(C)C)C=C1